N-butyl-1,2-benzisothiazolin-3-one CCCCN1C(=O)C2=CC=CC=C2S1